N-(4-methyl-3-(1H-pyrazol-4-yl)phenyl)-3-(trifluoromethyl)benzamide CC1=C(C=C(C=C1)NC(C1=CC(=CC=C1)C(F)(F)F)=O)C=1C=NNC1